1-(hydroxymethylthio)-4-mercapto-2,3-butanediol OCSCC(C(CS)O)O